allyloxydi(diphenylamine) C(C=C)C1=C(C=CC=C1)N(ON(C1=CC=CC=C1)C1=CC=CC=C1)C1=CC=CC=C1